C(CC)(=O)C(C(=O)OCC)CC(=O)OCC diethyl 2-propionylsuccinate